Tert-butyl (3R)-3-((3-((1-(3-(4-chlorophenyl)-1,2,4-oxadiazol-5-yl)piperidine-4-carboxamido)methyl)pyrrolidin-1-yl)methyl)piperidine-1-carboxylate ClC1=CC=C(C=C1)C1=NOC(=N1)N1CCC(CC1)C(=O)NCC1CN(CC1)C[C@@H]1CN(CCC1)C(=O)OC(C)(C)C